[Cl-].N1(CCCCCC1)C1=CC=C(C=N1)C[NH2+]CC1=CC=CC=2OCOC21 [6-(azepan-1-yl)-3-pyridinyl]methyl-(1,3-benzodioxol-4-ylmethyl)ammonium chloride